4-((2S,3S,4S,5S)-3-(3,4-difluoro-2-methoxyphenyl)-4,5-dimethyl-5-(trifluoromethyl)tetrahydrofuran-2-carboxamido)picolinamide FC=1C(=C(C=CC1F)[C@H]1[C@H](O[C@@]([C@H]1C)(C(F)(F)F)C)C(=O)NC1=CC(=NC=C1)C(=O)N)OC